1-(7-(4-Methoxybenzyl)-6-oxo-6,7-dihydro-1H-purin-2-yl)-1H-pyrazole-4-carboxylic acid COC1=CC=C(CN2C=NC=3N=C(NC(C23)=O)N2N=CC(=C2)C(=O)O)C=C1